Cl.O=C1NC(CCC1NC=1C=C(C=CC1)NC(CC)=O)=O N-(3-((2,6-dioxopiperidin-3-yl)amino)phenyl)propanamide hydrochloride